4-phenylene bis(chloroformate) ClC(=O)OC1=C(C=CC=C1)OC(=O)Cl